1-(3,4-dimethoxyphenyl)-1,2-propanediol COC=1C=C(C=CC1OC)C(C(C)O)O